N-(5-iodopyridin-2-yl)acetamide IC=1C=CC(=NC1)NC(C)=O